3-chloro-9-(4-(difluoromethyl)phenyl)-2-methyl-7-((2R,4S)-2-(1-methyl-1H-pyrazol-4-yl)tetrahydro-2H-pyran-4-yl)-4H-pyrazino[1,2-a]pyrimidin-4-one ClC1=C(N=C2N(C1=O)C=C(N=C2C2=CC=C(C=C2)C(F)F)[C@@H]2C[C@@H](OCC2)C=2C=NN(C2)C)C